FC(C1=NN(C=C1NC(=O)C=1C=NN2C1N=C(C=C2)N2CCN(CC2)C(=O)OC(C)(C)C)C2=CC=C(C=C2)C(=O)OC)F Tert-butyl 4-[3-[[3-(difluoromethyl)-1-(4-methoxycarbonylphenyl)pyrazol-4-yl]carbamoyl] pyrazolo[1,5-a]pyrimidin-5-yl]piperazine-1-carboxylate